COC=1C(=C(N)C=CC1)N1CCCC1 3-Methoxy-2-(pyrrolidin-1-yl)aniline